tert-butyl-(1-((6-(2-oxo-4-(5-(trifluoromethyl) pyrimidin-2-yl) piperazin-1-yl) pyrimidin-4-yl) oxy) propan-2-yl) carbamate C(N)(OC(COC1=NC=NC(=C1)N1C(CN(CC1)C1=NC=C(C=N1)C(F)(F)F)=O)CC(C)(C)C)=O